CC(=O)NCCC1=C(NC2=C1C=C(C=C2)OC)O The molecule is a member of the class of hydroxyindoles that is melatonin in which the hydrogen at position 2 of the indole ring has been replaced by a hydroxy group. A predominant hydroxylated melatonin metabolite in plants. It has a role as a plant metabolite, an antineoplastic agent and an apoptosis inducer. It is a member of acetamides, a member of tryptamines and a member of hydroxyindoles. It derives from a melatonin.